(1-(4-fluorophenylcarbonyl)piperidin-3-yl)methanone FC1=CC=C(C=C1)C(=O)N1CC(CCC1)C=O